[(3S)-1-(5-Isopropoxy-3H-triazolo[4,5-d]pyrimidin-7-yl)pyrrolidin-3-yl] 2,2,2-trifluoroacetate FC(C(=O)O[C@@H]1CN(CC1)C=1C2=C(N=C(N1)OC(C)C)NN=N2)(F)F